(S)-ethyl 2-aminopropanoate N[C@H](C(=O)OCC)C